O1C2=C(OCC1)C=C(C=C2)C2=CC=C1CN(C(C1=C2)=O)C(C(=O)NC(CC(=O)O)C(CF)=O)CC 3-(2-(6-(2,3-dihydrobenzo[b][1,4]dioxin-6-yl)-1-oxoisoindolin-2-yl)butanamido)-5-fluoro-4-oxopentanoic acid